[N+](=O)([O-])C=1C=C(C=C2C=C(NC12)C1=CC=CC=C1)COCCNCCO 2-((2-((7-nitro-2-phenyl-1H-indol-5-yl)methoxy)ethyl)amino)ethan-1-ol